C(#N)C1=CC(=NC=C1)N1C(CCC1=O)C(=O)NC=1C=NC=C(C1)F 1-(4-cyanopyridin-2-yl)-N-(5-fluoropyridin-3-yl)-5-oxopyrrolidine-2-carboxamide